N1-(1H-benzimidazol-2-ylmethyl)-2,2-difluoro-N1-(5,6,7,8-tetrahydroquinolin-8-yl)-butane-1,4-diamine N1C(=NC2=C1C=CC=C2)CN(CC(CCN)(F)F)C2CCCC=1C=CC=NC21